C(=O)C=1C=C(C=C2C=NN(C12)COCC[Si](C)(C)C)C(=O)O 7-formyl-1-{[2-(trimethylsilyl)ethoxy]methyl}indazole-5-carboxylic acid